6-bromo-N-(4-bromo-2,5-difluoro-phenyl)pyrazolo[1,5-a]pyridine-3-sulfonamide BrC=1C=CC=2N(C1)N=CC2S(=O)(=O)NC2=C(C=C(C(=C2)F)Br)F